C1CCC2=NC=3C=CC=CC3C(=C21)NCC(CN2CCNCC2)O ((2,3-dihydro-1H-cyclopenta[b]quinolin-9-yl)amino)-3-(piperazin-1-yl)propan-2-ol